N-((4-(6-(6-(difluoromethyl)imidazo[1,2-b]pyridazin-3-yl)pyrimidin-4-yl)-1,5-dimethylpiperazin-2-yl)methyl)methanesulfonamide aluminum-copper [Cu].[Al].FC(C=1C=CC=2N(N1)C(=CN2)C2=CC(=NC=N2)N2CC(N(CC2C)C)CNS(=O)(=O)C)F